P(=O)(OC1=CC=CC=C1)(OC1=CC=CC=C1)OCCCC(F)(F)F diphenyl 4,4,4-trifluorobutyl phosphate